ClC=1C(=C(C=CC1)S(=O)(=O)NC=1C=2C3=C(C(N(C3=CC1)CC)=O)C=CC2)OC chloro-N-(1-ethyl-2-oxo-1,2-dihydrobenzo[cd]indol-6-yl)-2-methoxybenzenesulfonamide